1-(4-bromophenoxy)-3-(1-(oxetan-2-yl)ethoxy)propan-2-ol BrC1=CC=C(OCC(COC(C)C2OCC2)O)C=C1